8-chloro-1,3-difluorodibenzodioxin ClC=1C=CC2=C(OC3=C(O2)C=C(C=C3F)F)C1